5,6-Bis-(mercaptoethylthio)-1,10-dimercapto-3,8-dithiadecan SCCSC(CSCCS)C(CSCCS)SCCS